3-[4-tetrahydropyran-4-yloxy-2-[4-(trifluoromethyl)anilino]-3-pyridyl]-4H-1,2,4-oxadiazol-5-one O1CCC(CC1)OC1=C(C(=NC=C1)NC1=CC=C(C=C1)C(F)(F)F)C1=NOC(N1)=O